FC=1C=2N(C=C(C1)C=1C=C3C=CN(C3=CC1)S(=O)(=O)C1=CC=CC=C1)C(=NN2)NC2=CC=CC=C2 8-fluoro-N-phenyl-6-(1-(phenylsulfonyl)-1H-indol-5-yl)-[1,2,4]triazolo[4,3-a]pyridin-3-amine